ClC1=C(C=C(C=C1)C=1NC(C=2N(C1)N=C(C2C2CC2)C(=O)O)=O)F 6-(4-Chloro-3-fluorophenyl)-3-cyclopropyl-4-oxo-4,5-dihydropyrazolo[1,5-a]pyrazine-2-carboxylic acid